5-tert-butyl-3-[4-cyclopropyl-3-(2-fluoroethoxy)phenyl]-1,2,4-Oxadiazole C(C)(C)(C)C1=NC(=NO1)C1=CC(=C(C=C1)C1CC1)OCCF